C1(CCCCC1)CCCC(=O)NC1=CC(=CC(=C1)NC(CCCC1CCCCC1)=O)NC(CCCC1CCCCC1)=O 1,3,5-tris(4-cyclohexyl-butyrylamino)benzene